4-(2-methylbenzimidazol-1-yl)-aniline CC1=NC2=C(N1C1=CC=C(N)C=C1)C=CC=C2